C/C=C/C(=O)O (trans)-3-methylacrylic acid